ClC=1C(=NC(=NC1)NC1CCC(CC1)N(C(OCC1=CC=CC=C1)=O)CCCCCCCCNC(=O)OC1=CC=C(C=C1)[N+](=O)[O-])C=1C=NN(C1CC1CC1)C benzyl ((1r,4r)-4-((5-chloro-4-(5-(cyclopropylmethyl)-1-methyl-1H-pyrazol-4-yl)pyrimidin-2-yl)amino)cyclohexyl)(8-(((4-nitrophenoxy)carbonyl)amino)octyl)carbamate